NC1=NC=CC=C1C1=NC=2C(=NC(=CC2)C=2C=NC(=CC2)OC(C)C)N1C1=CC=C(CN2CCC(CC2)NC2=NC(=NC=C2)C#N)C=C1 4-((1-(4-(2-(2-aminopyridin-3-yl)-5-(6-isopropoxypyridin-3-yl)-3H-imidazo[4,5-b]pyridin-3-yl)benzyl)piperidin-4-yl)amino)pyrimidine-2-carbonitrile